N1(N=CN=C1)CCO 1,2,4-triazole-1-ethanol